NC1=C(C(=C(C(=C1)Cl)CCO)N)[N+](=O)[O-] 1-Amino-4-(2-hydroxy-ethyl)-amino-5-chloro-2-nitrobenzol